CS(=O)(=O)NC(NCCCCCCCCCCCCCCCC(=O)OC(C)(C)C)=O tert-butyl 16-(3-(methylsulfonyl)ureido)hexadecanoate